NC=1N=C(C=C2C=C(N=CC12)NC(=O)[C@H]1[C@@H](C1)C(=O)N(C)C)C=1C=NC=CC1C trans-N2-[8-amino-6-(4-methyl-3-pyridyl)-2,7-naphthyridin-3-yl]-N1,N1-dimethyl-cyclopropane-1,2-dicarboxamide